C1(=CC=CC2=CC=CC=C12)C1=NC(=NC(=N1)C(Cl)(Cl)Cl)C(Cl)(Cl)Cl naphthyl-bis(trichloromethyl)-s-triazine